C(C)(C)(C)C1CC=CCC1 4-(tert-butyl)-1-cyclohexene